[3-chloro-4-(2,2-dichloro-3-oxocyclobutyl)phenyl]carbamate ClC=1C=C(C=CC1C1C(C(C1)=O)(Cl)Cl)NC([O-])=O